(2R,3R,4R,5R)-5-(2-amino-6-chloro-9H-purin-9-yl)-2-(((4-chlorobenzoyl)oxy)methyl)-4-fluoro-4-methyltetrahydrofuran-3-yl 4-chlorobenzoate ClC1=CC=C(C(=O)O[C@@H]2[C@H](O[C@H]([C@]2(C)F)N2C3=NC(=NC(=C3N=C2)Cl)N)COC(C2=CC=C(C=C2)Cl)=O)C=C1